O-(2,4-dinitrophenyl)-hydroxylammonium hydrogensulfate S(=O)(=O)(O)[O-].[N+](=O)([O-])C1=C(C=CC(=C1)[N+](=O)[O-])O[NH3+]